OC[C@H](C[C@H]1C(NCC1)=O)NC([C@H](CCCC)NC(OC(C(F)F)C=1C=NC=CC1)=O)=O 2,2-difluoro-1-(pyridin-3-yl)ethyl ((S)-1-(((S)-1-hydroxy-3-((S)-2-oxopyrrolidin-3-yl)propan-2-yl)amino)-1-oxohexan-2-yl)carbamate